tert-Butyl 4-(hydroxymethyl)-4-(prop-2-yn-1-yl)piperidine-1-carboxylate OCC1(CCN(CC1)C(=O)OC(C)(C)C)CC#C